ethyl(tert-butoxycarbonyl)-D-alaninate C(C)N([C@H](C)C(=O)[O-])C(=O)OC(C)(C)C